[Se].[Ga].[In].[Ag] silver-indium-gallium-selenium